N=1C=CC2=CN(CCC21)C(=O)[O-] 7H-pyrrolo[3,2-c]pyridine-5-carboxylate